C1(CC1)C1=CC(=NC=C1)CC(=O)O 2-(4-Cyclopropylpyridin-2-yl)acetic acid